tert-Butyl (E)-5-(2-(6-((tert-butyldimethylsilyl)oxy)benzo[d]thiazol-2-yl)vinyl)-1H-indazole-1-carboxylate [Si](C)(C)(C(C)(C)C)OC1=CC2=C(N=C(S2)/C=C/C=2C=C3C=NN(C3=CC2)C(=O)OC(C)(C)C)C=C1